C=C(C(=O)OCOC(C(C)(C)C)=O)CC(=O)OC 4-Methyl 1-((pivaloyloxy) methyl) 2-methylenesuccinate